1-benzyl-N1-ethyl-propane-1,3-diamine C(C1=CC=CC=C1)C(CCN)NCC